COC1=C(C2=CC=CC(=C2C=C1)OC)N1NC=NC=C1 1-(2,5-dimethoxynaphthyl)-1,2,4-triazine